C1(CC1)S(=O)(=O)C1=CC(=NC=C1)CNC(C1=C(C=C(C=C1)C1=NC(=CN=C1)C(F)(F)F)F)=O N-[(4-cyclopropanesulfonylpyridin-2-yl)methyl]-2-fluoro-4-[6-(trifluoromethyl)pyrazin-2-yl]benzamide